O=C1CC(CN1C(=O)N1CCCC1)C1=NNC=C1C#N 3-[5-oxo-1-(pyrrolidin-1-carbonyl)pyrrolidin-3-yl]-1H-pyrazol-4-carbonitrile